tert-butylammonium formate C(=O)[O-].C(C)(C)(C)[NH3+]